FC=1C=C(C=CC1)[C@H](O)[C@@H]1N[C@H](CC1)C=1C=NC=CC1 (S)-(3-Fluorophenyl)((2R,5R)-5-(pyridin-3-yl)pyrrolidin-2-yl)methanol